NC1=NC=2N(C=C1C#CC1CC(C1)OC1CCN(CC1)C(=O)OC(C)(C)C)C=C(N2)C2=C(C=CC=C2)O tert-butyl 4-[3-[2-[7-amino-2-(2-hydroxyphenyl)imidazo[1,2-a]pyrimidin-6-yl]ethynyl]cyclobutoxy]piperidine-1-carboxylate